NC1=NC=2C=C(C(=CC2C2=C1COC2)C(=O)N(CC2=NC=C(C=C2)C(F)(F)F)C)OC 4-amino-7-methoxy-N-methyl-N-((5-(trifluoromethyl)-2-pyridinyl)methyl)-1,3-dihydrofuro[3,4-c]quinoline-8-carboxamide